C(=O)O.FC=1C(=CC2=CN(N=C2C1)C)NC(=O)N1CCC=2C1=NC=CC2N2C[C@@H](NCC2)CO (R)-N-(6-fluoro-2-methyl-2H-indazol-5-yl)-4-(3-(hydroxymethyl)piperazin-1-yl)-2,3-dihydro-1H-pyrrolo[2,3-b]pyridine-1-carboxamide formate